2-[4-({N-[(4-fluorophenyl)methyl]carbamoyl}amino)phenyl]-N-(pyrazin-2-ylmethyl)acetamide FC1=CC=C(C=C1)CNC(=O)NC1=CC=C(C=C1)CC(=O)NCC1=NC=CN=C1